(2R,3R,4S,5R)-2-(2-Chloro-6-((4-(1-(2-fluoroethyl)-1H-1,2,3-triazol-4-yl)benzyl)(propyl)amino)-9H-purin-9-yl)-5-(hydroxymethyl)tetrahydrofuran-3,4-diol ClC1=NC(=C2N=CN(C2=N1)[C@@H]1O[C@@H]([C@H]([C@H]1O)O)CO)N(CCC)CC1=CC=C(C=C1)C=1N=NN(C1)CCF